3-(1-(2-(6-(Difluoromethyl)imidazo[1,2-a]pyrazin-3-yl)pyrimidin-4-yl)piperidin-3-yl)-1-methyl-1H-pyrazol-5-ol FC(C=1N=CC=2N(C1)C(=CN2)C2=NC=CC(=N2)N2CC(CCC2)C2=NN(C(=C2)O)C)F